FC(F)(F)C1N(CC12CNC2)S(=O)(=O)C2=C(C=C(C=C2)F)C(F)(F)F trifluoromethyl-2-[4-fluoro-2-(trifluoromethyl)phenyl]Sulfonyl-2,6-diazaspiro[3.3]Heptane